[Cl-].[Cl-].C(CCCC)[NH3+].C(CCCC)[NH3+] pentylammonium chloride chloride